1-[(2,4-difluorophenyl)methyl]-3-[(2-fluoro-4-hydroxyphenyl)methyl]-1-(1-methylpiperidin-4-yl)urea FC1=C(C=CC(=C1)F)CN(C(=O)NCC1=C(C=C(C=C1)O)F)C1CCN(CC1)C